1,2,4-Trimethylbenzene (R)-1-(2-chloropyridin-3-yl)ethyl-(5-(5-aminopyridin-2-yl)-3-methylisoxazol-4-yl)carbamate ClC1=NC=CC=C1[C@@H](C)N(C(O)=O)C=1C(=NOC1C1=NC=C(C=C1)N)C.CC1=C(C=C(C=C1)C)C